ClC1=CC=C(CN2[C@@H](C(N(CC2=O)C2=NC=C(C=C2F)OC)=O)C2COC2)C=C1 (R)-4-(4-chlorobenzyl)-1-(3-fluoro-5-methoxypyridin-2-yl)-3-(oxetan-3-yl)piperazine-2,5-dione